5-chloro-2-(morpholine-4-carbonyl)-7,8-dihydro-6H-spiro[[1,3]oxazolo[5,4-f]quinazoline-9,1'-cyclohexane]-7-one ClC=1C=C2C(=C3C1NC(NC31CCCCC1)=O)OC(=N2)C(=O)N2CCOCC2